(3aR,7aS)-N-[(1S)-1-cyano-2-[(3S)-2-oxo-3-piperidyl]ethyl]-2-(4-methoxy-1H-indole-2-carbonyl)-1,3,3a,4,5,6,7,7a-octahydroisoindole-1-carboxamide C(#N)[C@H](C[C@H]1C(NCCC1)=O)NC(=O)C1N(C[C@@H]2CCCC[C@H]12)C(=O)C=1NC2=CC=CC(=C2C1)OC